C1(CCC1)N1N=CC(=C1)C1OCCC(=C1)B1OC(C(O1)(C)C)(C)C 1-cyclobutyl-4-(4-(4,4,5,5-tetramethyl-1,3,2-dioxaborolan-2-yl)-5,6-dihydro-2H-pyran-2-yl)-1H-pyrazole